6-[2-[4-(cyclopropylmethyl)-4-azaspiro[2.5]oct-7-yl]-7-fluoro-indazol-5-yl]-2,8-dimethyl-imidazo[1,2-b]pyridazine C1(CC1)CN1C2(CC2)CC(CC1)N1N=C2C(=CC(=CC2=C1)C=1C=C(C=2N(N1)C=C(N2)C)C)F